O1COC2=C1C=CC(=C2)CCN2C[C@@H](C([C@@H](C2)O)O)O (3S,4r,5R)-1-(2-(benzo[d][1,3]dioxol-5-yl)ethyl)piperidine-3,4,5-triol